6-(benzylthio)benzofuran-2-carboxylic acid ethyl ester C(C)OC(=O)C=1OC2=C(C1)C=CC(=C2)SCC2=CC=CC=C2